2-[[7-amino-4-(7-cyano-1H-indazol-5-yl)-1-oxo-isoindolin-2-yl]methyl]prop-2-enamide NC=1C=CC(=C2CN(C(C12)=O)CC(C(=O)N)=C)C=1C=C2C=NNC2=C(C1)C#N